ClC=1C=C(C=CC1)C1=NC(=NC(=N1)C1=CC=2C(C3=CC=CC=C3C2C=C1)(C)C)C1=CC=2N(C3=CC=CC=C3C2C=C1)C1=CC=CC=C1 2-(4-(3-chlorophenyl)-6-(9,9-dimethyl-9H-fluoren-2-yl)-1,3,5-triazin-2-yl)-9-phenyl-9H-carbazole